O1C=NN=C1 1,3,4-oxadiazole